1-{3-[(3-ethyloxetan-3-yl)methoxy]pyridin-4-yl}methanamine C(C)C1(COC1)COC=1C=NC=CC1CN